(+/-)-phenethylamine C(CC1=CC=CC=C1)N